azetidin-3-ylmethyl 3-[[4-[[2-(6-methyl-2-pyridyl)pyrimidin-4-yl]amino]pyrimidin-2-yl]amino]benzoate CC1=CC=CC(=N1)C1=NC=CC(=N1)NC1=NC(=NC=C1)NC=1C=C(C(=O)OCC2CNC2)C=CC1